C(CCCC)N(C(C)=O)CCCCC N,N-diamylacetamide